2-amino-1-(4-(3,4-dichloro-5-fluoro-1H-indole-2-carbonyl)piperazin-1-yl)ethan-1-one NCC(=O)N1CCN(CC1)C(=O)C=1NC2=CC=C(C(=C2C1Cl)Cl)F